1-trimethoxysilyl-2-bis(dimethylamino)phenylsilylethylene CO[Si](C=C[Si](C1=CC=CC=C1)(N(C)C)N(C)C)(OC)OC